rel-5-[(1R,6S)-2,5-diazabicyclo[4.1.0]heptan-2-yl]-6-fluoro-N-methylpyridine-2-carboxamide [C@@H]12N(CCN[C@H]2C1)C=1C=CC(=NC1F)C(=O)NC |o1:0,5|